C1(CC1)C1=CC(=C(C(=C1)C)N1N=C2C(N=C(NC2=O)N2[C@@H](COCC2)C)=N1)C (R)-2-(4-cyclopropyl-2,6-dimethylphenyl)-5-(3-methylmorpholino)-2H-[1,2,3]triazolo[4,5-d]pyrimidin-7(6H)-one